COC([C@H](C[C@H]1C(NCCC1)=O)NC(=O)[C@H]1N(C[C@@H]2CCCC[C@H]12)C(=O)OC(C)(C)C)=O tert-butyl (1S,3aR,7aS)-1-[[(1S)-2-methoxy-2-oxo-1-[[(3S)-2-oxo-3-piperidyl]methyl]ethyl]carbamoyl]-1,3,3a,4,5,6,7,7a-octahydroisoindole-2-carboxylate